NC=1C(NC=2C=C(C(=NC2C1C1=C2C=NNC2=C(C=C1)F)OCC1(CC1)C#N)C)=O 1-[[7-Amino-8-(7-fluoro-1H-indazol-4-yl)-3-methyl-6-oxo-5H-1,5-naphthyridin-2-yl]oxymethyl]cyclopropanecarbonitrile